C(C)C1=C(NC=2CCC(C(C12)=O)CN1CCOCC1)CO 3-ethyl-2-(hydroxymethyl)-5-[(morpholin-4-yl)methyl]-1,5,6,7-tetrahydro-4H-indol-4-one